CN(C(C1=CC=2OCOC2C=C1)=O)C N,N-Dimethylpiperonylamide